C(CCCCCCCC=CCC=CCC=CCC)(=O)O octadecane-9,12,15-trienoic acid